Racemic-((2R*,3S*)-4-bromo-5-chloro-6-fluoro-3-methyl-2-(pyridin-2-yl)-2,3-dihydrobenzofuran-2-yl)methanamine BrC1=C(C(=CC2=C1[C@@H]([C@](O2)(C2=NC=CC=C2)CN)C)F)Cl |r|